(6-chloroquinoxaline-2-yloxy)phenol ClC=1C=C2N=CC(=NC2=CC1)OC1=C(C=CC=C1)O